ClC=1C=NC(=NC1)OC1=C2C(=C(C(=NC2=CC=C1)C1CC1)C#N)CCCC(F)(F)F 5-(5-chloropyrimidin-2-yl)oxy-2-cyclopropyl-4-(4,4,4-trifluorobutyl)quinoline-3-carbonitrile